6-(2-chloro-4-((3-(methylsulfonyl)azetidin-1-yl)sulfonyl)phenyl)-3-fluoropyridinecarbonitrile ClC1=C(C=CC(=C1)S(=O)(=O)N1CC(C1)S(=O)(=O)C)C1=CC=C(C(=N1)C#N)F